C1(=CC=CC=C1)CCN1CC=CC(=C1)C1=CC=CC=C1 N-(2-phenylethyl)-5-phenyl-pyridine